ClC1=CC=C(N=N1)N1N=CN=C1[C@H](C)[NH3+] [(1S)-1-[2-(6-chloropyridazin-3-yl)-1,2,4-triazol-3-yl]ethyl]ammonium